CC1=CC(=C2C=C(N=CC2=C1)N1CCOCC1)C(C)NC1=C(C(=O)OC(C)(C)C)C=CC=C1 tert-butyl 2-((1-(7-methyl-3-morpholinoisoquinolin-5-yl)ethyl)amino)benzoate